tert-butyl 2-[(4-bromo-3-chloro-N-methyl-anilino)methyl]morpholine-4-carboxylate BrC1=C(C=C(N(C)CC2CN(CCO2)C(=O)OC(C)(C)C)C=C1)Cl